NC1=C(C2=C(S1)C(C(CC2)(C2=CC=CC=C2)CCC=2N=NN(C2C)C)=O)C(=O)O 2-Amino-6-(2-(1,5-dimethyl-1H-1,2,3-triazol-4-yl)ethyl)-7-oxo-6-phenyl-4,5,6,7-tetrahydrobenzo[b]thiophene-3-carboxylic acid